[C@@H]12OC[C@@H](N(C1)C1CCN(CC1)C1=NC(=C(C=C1NC(C=C)=O)NC1=NC=NC(=C1)N1OCC[C@@H]1C1=CC(=CC(=C1)F)F)OC)C2 N-(2-(4-((1S,4S)-2-oxa-5-azabicyclo[2.2.1]heptan-5-yl)piperidin-1-yl)-5-((6-((R)-3-(3,5-difluorophenyl)isoxazolidin-2-yl)pyrimidin-4-yl)amino)-6-methoxypyridin-3-yl)acryl-amide